methyl N-[4-methyl-5-({4-[(2S)-2-({8-[5-(4-methylpiperazin-1-yl)pyridin-3-yl]quinazolin-4-yl}amino)propyl]piperazin-1-yl}sulfonyl)-1,3-thiazol-2-yl]carbamate CC=1N=C(SC1S(=O)(=O)N1CCN(CC1)C[C@H](C)NC1=NC=NC2=C(C=CC=C12)C=1C=NC=C(C1)N1CCN(CC1)C)NC(OC)=O